ClC=1C=C(NC2(CCC3(C(=CC4=CC=CC=C34)C3=C(C=CC=C3C)C)CC2)C(=O)O)C=CC1 (1s,4s)-4-(3-chloroanilino)-2'-(2,6-dimethylphenyl)spiro[cyclohexane-1,1'-indene]-4-carboxylic acid